(S)-2-[4-bromo-2-(3-isoxazolyl)phenoxy]-4-fluorobutyric acid BrC1=CC(=C(O[C@H](C(=O)O)CCF)C=C1)C1=NOC=C1